2-(2,6-diethylphenyl)-3-(6-fluoro-7-methyloxycarbonyl-1H-indol-4-yl)-6,7-dihydro-4H-pyrazolo[4,3-c]Pyridine-5-carboxylic acid tert-butyl ester C(C)(C)(C)OC(=O)N1CC=2C(CC1)=NN(C2C2=C1C=CNC1=C(C(=C2)F)C(=O)OC)C2=C(C=CC=C2CC)CC